α,α-dimethylphenethylamine hydrochloride Cl.CC(CC1=CC=CC=C1)(C)N